C(C)(=O)O[C@@H](CNC(C)=O)CCl (S)-1-acetylamino-3-chloropropan-2-yl acetate